ClC1=C(C(=CC(=C1)Cl)Cl)S 2,4,6-trichlorobenzenethiol